ethyl 2-[5-(tert-butoxycarbonylamino)-3-(3-chlorophenyl)-2-methyl-6-oxo-1-piperidyl]acetate C(C)(C)(C)OC(=O)NC1CC(C(N(C1=O)CC(=O)OCC)C)C1=CC(=CC=C1)Cl